(2-chloro-3-{4-[6-(2,2-difluoroethoxy)pyridin-3-yl]-6-oxo-1,6-dihydropyrimidin-2-yl}-4-fluorobenzyl)isobutyramide ClC1=C(CC(C(=O)N)(C)C)C=CC(=C1C=1NC(C=C(N1)C=1C=NC(=CC1)OCC(F)F)=O)F